tert-Butyl-2-[acetyl(benzyl)amino]-4,7-dihydro-5H-spiro[1-benzothiophene-6,2'-[1,3]dioxolane]-3-carboxylate C(C)(C)(C)OC(=O)C1=C(SC2=C1CCC1(OCCO1)C2)N(CC2=CC=CC=C2)C(C)=O